FC(C=1C(=C(C=CC1)[C@@H](C)NC=1C2=C(N=C(N1)C)NC(C(=C2)C2CCN(CC2)C(C)C)=O)F)(C2CCN(CC2)C(C)C)F (R)-4-((1-(3-(difluoro(1-isopropylpiperidin-4-yl)methyl)-2-fluorophenyl)ethyl)amino)-6-(1-isopropylpiperidin-4-yl)-2-methylpyrido[2,3-d]pyrimidin-7(8H)-one